[Si](C1=CC=CC=C1)(C1=CC=CC=C1)(C(C)(C)C)O[C@]1(CN(CCOC1)C1=NC(=NC(=N1)C#N)O[C@H](C)[C@H]1N(CC[C@H]1F)C(=O)OC(C)(C)C)C |&1:34| tert-butyl (2R,3R)-2-[(1RS)-1-({4-[(6S)-6-[(tert-butyldiphenylsilyl)oxy]-6-methyl-1,4-oxazepan-4-yl]-6-cyano-1,3,5-triazin-2-yl}oxy)ethyl]-3-fluoropyrrolidine-1-carboxylate